C(C)(C)(C)OC(C[C@@H](C1=CC(=CC=C1)C(F)(F)F)NCC(OC)OC)=O (S)-3-((2,2-Dimethoxyethyl)amino)-3-(3-(trifluoromethyl)phenyl)propanoic acid tert-butyl ester